2-(5-fluoropyridin-3-yl)ethan-1-amine FC=1C=C(C=NC1)CCN